tert-butyl N-[2-(4-{bis[(tert-butoxy)carbonyl]amino}-7-methyl-5-[4-(pyrrolidine-1-carbonyl)phenyl]-7H-pyrrolo[2,3-d]pyrimidin-6-yl)cyclopropyl]carbamate C(C)(C)(C)OC(=O)N(C=1C2=C(N=CN1)N(C(=C2C2=CC=C(C=C2)C(=O)N2CCCC2)C2C(C2)NC(OC(C)(C)C)=O)C)C(=O)OC(C)(C)C